C12(CCCCC1)NC1(CC(C2)=O)CCCCC1 spiro[1-azaspiro[5.5]undecane-2,1'-cyclohexane]-4-one